COC=1C=CC=C2C=CC(=NC12)C=CC(=O)N 3-(8-methoxy-quinolin-2-yl)acrylamide